1-(4-chloro-1'-methyl-1-phenyl-1H,1'H-3,4'-bipyrazol-5-yl)-3-((3S,4R)-4-(3,4-difluorophenyl)-1-(1-hydroxy-3-methoxypropan-2-yl)pyrrolidin-3-yl)urea ClC=1C(=NN(C1NC(=O)N[C@@H]1CN(C[C@H]1C1=CC(=C(C=C1)F)F)C(CO)COC)C1=CC=CC=C1)C=1C=NN(C1)C